O=C1NC(CCC1N1C(C2=CC(=C(C=C2C1=O)F)N1CCC(CC1)CN1CCN(CC1)C1CCN(CC1)C1=C(C=C(C(=C1)OC)[N+](=O)[O-])C=1C=NN(C1)C)=O)=O 2-(2,6-dioxopiperidin-3-yl)-5-fluoro-6-(4-((4-(1-(5-methoxy-2-(1-Methyl-1H-pyrazol-4-yl)-4-nitrophenyl)piperidin-4-yl)piperazin-1-yl)methyl)piperidin-1-yl)isoindoline-1,3-Dione